2-(aminomethyl)-5-chloro-1H-indol-6-ol NCC=1NC2=CC(=C(C=C2C1)Cl)O